(1s,4s)-4-((5-(1-(Difluoromethyl)-1H-pyrazol-3-yl)-2-((2-(1-(2,2,3,3-tetrafluoropropyl)-1H-pyrazol-4-yl)pyrimidin-4-yl)amino)pyridin-4-yl)amino)-1-methylcyclohexan-1-ol FC(N1N=C(C=C1)C=1C(=CC(=NC1)NC1=NC(=NC=C1)C=1C=NN(C1)CC(C(F)F)(F)F)NC1CCC(CC1)(O)C)F